N-(2-chloroethyl)-piperidine hydrochloride Cl.ClCCN1CCCCC1